(1,4-phenylene)bis(4H-3,1-benzoxazin-4-one) C1(=CC=C(C=C1)C1=NC2=C(C(O1)=O)C=CC=C2)C2=NC1=C(C(O2)=O)C=CC=C1